5-{4-[4-(6-fluorobenzo[d]isoxazol-3-yl)piperidine-1-carbonyl]phenyl}-5-fluoromethylimidazolidine-2,4-dione FC1=CC2=C(C(=NO2)C2CCN(CC2)C(=O)C2=CC=C(C=C2)C2(C(NC(N2)=O)=O)CF)C=C1